FC(C1=CC=C(C=N1)CNCC)(F)F N-((6-(trifluoromethyl)pyridin-3-yl)methyl)ethanamine